FC(C(=O)O)(F)F.COC1=CC=2N(C=C1NC(=O)N1CCC=3C1=NC=CC3N3C[C@H](NCC3)C)N=C(N2)C (R)-N-(7-methoxy-2-methyl-[1,2,4]triazolo[1,5-a]pyridin-6-yl)-4-(3-methylpiperazin-1-yl)-2,3-dihydro-1H-pyrrolo[2,3-b]pyridine-1-carboxamide 2,2,2-trifluoroacetate